O=C1NC(CCC1N1C(C2=CC=CC(=C2C1=O)N[C@@H]1CN(CC1)C(CCCCCCCC(=O)O)=O)=O)=O 9-[(3S)-3-[[2-(2,6-dioxo-3-piperidyl)-1,3-dioxo-isoindolin-4-yl]amino]pyrrolidin-1-yl]-9-oxo-nonanoic acid